1-(5-((4-bromo-6-fluoro-1H-indol-5-yl)oxy)-2-fluorophenyl)ethan-1-one BrC1=C2C=CNC2=CC(=C1OC=1C=CC(=C(C1)C(C)=O)F)F